1-(1-(4-cyclopropylphenyl)ethyl)-4-(propane-1-yn-1-yl)-1H-indazole-7-carboxamide C1(CC1)C1=CC=C(C=C1)C(C)N1N=CC2=C(C=CC(=C12)C(=O)N)C#CC